C1(CCC2=CC=C(C=C12)N)N indan-1,6-diamine